N[C@@H]1C2=CC=CC=C2CC12CCN(CC2)C=2NC(C1=C(N2)NN=C1C1(COC1)C1=CC=CC=C1)=O (S)-6-(1-amino-1,3-dihydrospiro[indene-2,4'-piperidin]-1'-yl)-3-(3-phenyloxetan-3-yl)-1,5-dihydro-4H-pyrazolo[3,4-d]pyrimidin-4-one